tert-butyl (2R,3S,4S)-3-(acetyloxy)-4-[(tert-butoxycarbonyl)oxy]-2-{[4-(1,2,3-thiadiazol-5-yl)phenyl]methyl}pyrrolidine-1-carboxylate C(C)(=O)O[C@H]1[C@H](N(C[C@@H]1OC(=O)OC(C)(C)C)C(=O)OC(C)(C)C)CC1=CC=C(C=C1)C1=CN=NS1